dimethyl (E)-(2-(1-benzylpiperidinyl)vinyl)phosphonate C(C1=CC=CC=C1)N1C(CCCC1)/C=C/P(OC)(OC)=O